Pyridin-4-yl(2-(2-(trifluoromethyl)oxiran-2-yl)-1-trityl-1H-imidazol-4-yl)methanone N1=CC=C(C=C1)C(=O)C=1N=C(N(C1)C(C1=CC=CC=C1)(C1=CC=CC=C1)C1=CC=CC=C1)C1(OC1)C(F)(F)F